1-(5-(4-Chlorophenyl)-1,4-dimethyl-1H-pyrrol-2-yl)-2-(pyrrolidin-1-yl)ethanone ClC1=CC=C(C=C1)C1=C(C=C(N1C)C(CN1CCCC1)=O)C